tert-butyl (3R)-3-(6-bromo-2-chloro-3-fluorophenyl)-3-[(5-methoxy-2-nitrophenyl)amino]propanoate BrC1=CC=C(C(=C1[C@@H](CC(=O)OC(C)(C)C)NC1=C(C=CC(=C1)OC)[N+](=O)[O-])Cl)F